vinyl-pyrazine C(=C)C1=NC=CN=C1